8-(cyclopent-1-en-1-yl)-N-(2-methoxy-4-(4-methyl-piperazin-1-yl)phenyl)pyrido[4,3-d]pyrimidin-2-amine C1(=CCCC1)C1=CN=CC2=C1N=C(N=C2)NC2=C(C=C(C=C2)N2CCN(CC2)C)OC